(S)-5-((S)-3-hydroxy-2-phenylpropanoyl)-N-((S)-3-oxo-1-((S)-2-oxopyrrolidin-3-yl)-4-(trifluoromethoxy)butan-2-yl)-5-azaspiro[2.4]-heptane-6-carboxamide OC[C@@H](C(=O)N1CC2(CC2)C[C@H]1C(=O)N[C@@H](C[C@H]1C(NCC1)=O)C(COC(F)(F)F)=O)C1=CC=CC=C1